1,1-bis(5-tert-butyl-4-hydroxy-2-methylbenzen-1-yl)ethane C(C)(C)(C)C=1C(=CC(=C(C1)C(C)C1=C(C=C(C(=C1)C(C)(C)C)O)C)C)O